(3-cyano-4-methyl-1H-indol-7-yl)-3-nitrobenzenesulfonamide C(#N)C1=CNC2=C(C=CC(=C12)C)C1=C(C=CC=C1[N+](=O)[O-])S(=O)(=O)N